C(C)(C)(C)OC=1C(=C(C(=CC1)OC)C1=C(C=CC=C1C(C)C)C(C)C)P(C1CCCCC1)C1CCCCC1 (3-(tert-butoxy)-2',6'-diisopropyl-6-methoxy[1,1'-biphenyl]-2-yl)dicyclohexylphosphane